O1CCN(CC1)C=1C2=C(N=CN1)N(C(=C2)C2=CC=C(C=C2)NC(=O)N2CCN(CC2)C(=O)OC(C)(C)C)COCC[Si](C)(C)C tert-butyl 4-((4-(4-morpholino-7-((2-(trimethylsilyl)ethoxy)methyl)-7H-pyrrolo[2,3-d]pyrimidin-6-yl)phenyl)carbamoyl)piperazine-1-carboxylate